1-(2-(benzo[d]oxazol-5-yl)ethyl)-3-(3-((4-fluorophenyl)ethynyl)-4-(pyridin-4-yl)phenyl)urea O1C=NC2=C1C=CC(=C2)CCNC(=O)NC2=CC(=C(C=C2)C2=CC=NC=C2)C#CC2=CC=C(C=C2)F